C(C)(C)(C)C1=NC(=NO1)C(=O)O 5-tert-butyl-1,2,4-oxadiazole-3-carboxylic acid